ClC1=C(C=CC(=C1)C)C(C)C 2-(2-chloro-4-methylphenyl)propan